tri-n-decylzirconium monohydroxide [OH-].C(CCCCCCCCC)[Zr+](CCCCCCCCCC)CCCCCCCCCC